NC1=NC=NC=2N(C3=CC(=CC=C3C21)OC)CC(=O)N2[C@@H]1C[C@@]1(C[C@H]2C(=O)NC2=NC(=CC=C2)Br)C (1R,3S,5R)-2-(2-(4-amino-7-methoxy-9H-pyrimido[4,5-b]indol-9-yl)acetyl)-N-(6-bromopyridin-2-yl)-5-methyl-2-azabicyclo[3.1.0]hexane-3-carboxamide